ClC=1C=C2C(=CN(C2=C(C1)F)S(=O)(=O)C1=CC=CC=C1)[C@H]([C@H](CCC)C1=CC(=C(C(=O)O)C=C1)F)C1=CC=C(C=C1)OC(F)(F)F 4-((1R,2S)-1-(5-chloro-7-fluoro-1-(benzenesulfonyl)-1H-indol-3-yl)-1-(4-(trifluoromethoxy)phenyl)pentan-2-yl)-2-fluorobenzoic acid